ClC1=C(C(=CC=C1)C(F)(F)F)COC=1C=CC(=NC1)N1C(N(C(C1)=O)COCC[Si](C)(C)C)=O 1-(5-{[2-chloro-6-(trifluoromethyl)phenyl]methoxy}pyridin-2-yl)-3-{[2-(trimethylsilyl)ethoxy]methyl}imidazolidine-2,4-dione